(4-chlorophenyl)-2-(pyridin-3-yl)-6-(4-(pyrrolidin-1-yl)piperidin-1-yl)pyrimidine ClC1=CC=C(C=C1)C1=NC(=NC(=C1)N1CCC(CC1)N1CCCC1)C=1C=NC=CC1